4-(1H-pyrazol-4-yl)-N-(4-(1-(2,2,2-trifluoroethyl)-1H-pyrazol-4-yl)quinolin-8-yl)benzamide N1N=CC(=C1)C1=CC=C(C(=O)NC=2C=CC=C3C(=CC=NC23)C=2C=NN(C2)CC(F)(F)F)C=C1